The molecule is a 4-hydroxy steroid that is estrone substituted by a hydroxy group at position 4. It has a role as an estrogen, a human urinary metabolite and a carcinogenic agent. It is a 4-hydroxy steroid, a 17-oxo steroid, a 3-hydroxy steroid and a catechol. It derives from an estrone. C[C@]12CC[C@H]3[C@H]([C@@H]1CCC2=O)CCC4=C3C=CC(=C4O)O